N,N-dimethylheneicosan-12,15-dien-4-amine CN(C(CCC)CCCCCCCC=CCC=CCCCCC)C